COC1(CC(C1)C#N)OC 3,3-dimethoxycyclobutane-1-carbonitrile